Dodecanolide C1(CCCCCCCCCCCO1)=O